O[C@@H]1C[C@H](N(C1)C([C@H](C(C)(C)C)NC(CCC(=O)O)=O)=O)C(NCC1=CC=C(C=C1)C1=C(N=CS1)C)=O 4-(((S)-1-((2S,4R)-4-hydroxy-2-((4-(4-methylthiazol-5-yl)benzyl)carbamoyl)pyrrolidin-1-yl)-3,3-dimethyl-1-oxobutan-2-yl)amino)-4-oxobutanoic acid